3-((3R,4S)-3-((dimethylamino)methyl)-1-(3-(5-fluoropyridin-3-yl)propyl)-4-hydroxypiperidin-4-yl)benzonitrile CN(C)C[C@@H]1CN(CC[C@@]1(O)C=1C=C(C#N)C=CC1)CCCC=1C=NC=C(C1)F